O-tertiary butyl-L-serine 1,1,1,3,3,3-hexafluoropropan-2-yl-(±)-1-((cyclohexanecarbonyl)carbamoyl)-6-azaspiro[2.5]octane-6-carboxylate FC(C(C(F)(F)F)[C@@]1(CC12CCN(CC2)C(=O)O)C(NC(=O)C2CCCCC2)=O)(F)F.C(C)(C)(C)OC[C@H](N)C(=O)O |&1:7|